NC/C(/CN1N=CN(C1=O)C1=NC=C(N=C1)C1=CC=2C(=NON2)C=C1)=C\F 2-[(2E)-2-(aminomethyl)-3-fluoroprop-2-en-1-yl]-4-[5-(2,1,3-benzoxadiazol-5-yl)pyrazin-2-yl]-2,4-dihydro-3H-1,2,4-triazol-3-one